C(N)(OCCCNC(=O)OC(C)(C)C)=O (2-((tert-butoxycarbonyl)amino)ethyl)(methyl) carbamate